NC1=NC(N(C=C1)[C@@H]1O[C@@H]([C@H](C1(F)F)O)CO)=O 4-amino-1-((2R,4R,5R)-3,3-difluoro-4-hydroxy-5-(hydroxymethyl)tetrahydro-furan-2-yl)pyrimidin-2(1H)-one